ClC=1C(=NC(=NC1)NC=1C=C(C=NC1)N1C(CCC1)=O)C=1CN(CCC1)C(=O)C1COC1 1-(5-((5-chloro-4-(1-(oxetane-3-carbonyl)-1,2,5,6-tetrahydropyridin-3-yl)pyrimidin-2-yl)amino)pyridin-3-yl)pyrrolidin-2-one